lithium 1H-1,2,4-triazolate N1N=C(N=C1)C(=O)[O-].[Li+]